N-(3-fluoro-4-(4,4,5,5-tetramethyl-1,3,2-dioxaborolan-2-yl)phenyl)-1-(4-fluorophenyl)-2-oxo-1,2-dihydropyridine-3-carboxamide FC=1C=C(C=CC1B1OC(C(O1)(C)C)(C)C)NC(=O)C=1C(N(C=CC1)C1=CC=C(C=C1)F)=O